[N+](=O)([O-])C1=CC=C(C=C1)[N]C(=O)OC(C1=CC=CC=C1)COC(N(C1=CC=C(C=C1)[N+](=O)[O-])C)=O (((methyl(4-nitrophenyl)carbamoyl)oxy)methyl)benzyl (4-nitrophenyl)-λ2-azanecarboxylate